(2S,4R)-N-(6-acetylpyridin-2-yl)-4-fluoropyrrolidine-2-carboxamide hydrochloride Cl.C(C)(=O)C1=CC=CC(=N1)NC(=O)[C@H]1NC[C@@H](C1)F